NC1=CC2=C(N(C(N2CCC(C)(C)O)=O)CC(OC)OC)C=C1 5-amino-1-(2,2-dimethoxyethyl)-3-(3-hydroxy-3-methylbutyl)-1,3-dihydro-2H-benzo[d]imidazol-2-one